methyl 4-(2-((4,4-difluorocyclohexyl)amino)-6-(3-methyl-1H-pyrazol-1-yl)pyrimidin-4-yl)piperazine-1-carboxylate FC1(CCC(CC1)NC1=NC(=CC(=N1)N1CCN(CC1)C(=O)OC)N1N=C(C=C1)C)F